BrC1=CC=CC(=N1)C(=O)NNC(=O)C1(C(N(CC1)C)=O)O 6-bromo-N'-(3-hydroxy-1-methyl-2-oxopyrrolidine-3-carbonyl)pyridineformylhydrazine